C1(CCCC1)NC(NC1=C(C=CC(=C1)[N+](=O)[O-])F)=O 3-cyclopentyl-1-(2-fluoro-5-nitrophenyl)urea